2-[(6-amino-9H-purin-9-yl)methyl]-3-(4-fluorophenyl)-4H-chromen-4-one NC1=C2N=CN(C2=NC=N1)CC=1OC2=CC=CC=C2C(C1C1=CC=C(C=C1)F)=O